3-(4-chlorophenyl)-1-[3-(3,5-di-tert-butylphenyl)phenyl]urea ClC1=CC=C(C=C1)NC(NC1=CC(=CC=C1)C1=CC(=CC(=C1)C(C)(C)C)C(C)(C)C)=O